BrC1=C(C(=CC=C1)Cl)OB(O)O (2-bromo-6-chlorophenyl)boric acid